BrC1=CC(=C(OCC(=O)O)C=C1)C=1N=NSC1 2-[4-bromo-2-(1,2,3-thiadiazol-4-yl)phenoxy]acetic acid